Cl.FC=1C=CC2=C(N=C(O2)N2CC3CNCC3C2)C1 5-fluoro-2-(hexahydropyrrolo[3,4-c]pyrrol-2(1H)-yl)benzo[d]oxazole hydrochloride